bisphosphonate hemihydrate O.P(O)(O)=O.P(O)(O)=O.P(O)(O)=O.P(O)(O)=O